S1N=C(C2=C1C=CC=C2)NCC=2C=C(C#N)C=CC2 3-((benzo[d]isothiazol-3-ylamino)methyl)benzonitrile